OC1CC2(C(N3[C@H](O2)CC[C@H]3C3=CC=CC=C3)=O)C1 (5'S,7a'R)-3-hydroxy-5'-phenyltetrahydro-3'H-spiro[cyclobutane-1,2'-pyrrolo[2,1-b]oxazol]-3'-one